N-((R)-1-(4-((S)-1-Acetyl-2-methyl-1,2,3,4-tetrahydroquinolin-6-yl)phenyl)ethyl)-6-bromo-8-morpholinoimidazo[1,2-a]pyrazine-2-carboxamide C(C)(=O)N1[C@H](CCC2=CC(=CC=C12)C1=CC=C(C=C1)[C@@H](C)NC(=O)C=1N=C2N(C=C(N=C2N2CCOCC2)Br)C1)C